Tert-butyl (2R,5R)-2-[(4-tert-butylphenyl)-[2-(cyclohexylamino)-2-oxo-1-(3-pyridyl) ethyl]carbamoyl]-5-methyl-pyrrolidine-1-carboxylate C(C)(C)(C)C1=CC=C(C=C1)N(C(=O)[C@@H]1N([C@@H](CC1)C)C(=O)OC(C)(C)C)C(C(=O)NC1CCCCC1)C=1C=NC=CC1